C(#N)C1=CC(=C(C=C1)C1=CC(=NC(=C1)C1CC1)NC(=O)C=1C(N(C=C(C1)C=C)C1CC1)=O)C=1N(C=CN1)C N-[4-[4-cyano-2-(1-methylimidazol-2-yl)phenyl]-6-cyclopropylpyridin-2-yl]-1-cyclopropyl-5-ethenyl-2-oxopyridine-3-carboxamide